O=C([C@H](CC1=CC=CC=C1)NC(OCC1=CC=CC=C1)=O)N[C@@H](C)\C=C\C1=NC=CC=N1 Benzyl ((S)-1-Oxo-3-phenyl-1-(((S,E)-4-(pyrimidin-2-yl)but-3-en-2-yl)amino)propan-2-yl)carbamate